FC1=CC=C(C=C1)C1=NN(C=C1C1=C2C(=NC=C1)C=CS2=O)C 7-[3-(4-fluorophenyl)-1-methylpyrazol-4-yl]-1lambda4-thieno[3,2-b]pyridin-1-one